(E)-methyl 3-hydroxy-4-styrylbenzoate OC=1C=C(C(=O)OC)C=CC1\C=C\C1=CC=CC=C1